3-(4-chloro-2,6-dimethylPhenyl)-4-hydroxy-8-methoxy-1-methyl-1,8-diazaspiro[4.5]Dec-3-en-2-one ClC1=CC(=C(C(=C1)C)C=1C(N(C2(C1O)CCN(CC2)OC)C)=O)C